2-methylphenylamine-monohydrochloride Cl.CC1=C(C=CC=C1)N